ClC1=C2C(=NN(C2=CC=C1)S(=O)(=O)C1=CC=C(C=C1)C(C)(F)F)N1CC(C1)(F)F 4-chloro-3-(3,3-difluoroazetidin-1-yl)-1-[4-(1,1-difluoroethyl)phenyl]sulfonyl-indazole